(R)-1-(2-hydroxy-2-methylpropyl)-4-(8-phenyl-7,8-dihydro-6H-pyrrolo[2',1':2,3]imidazo[4,5-b]pyridin-2-yl)pyridin-2(1H)-one OC(CN1C(C=C(C=C1)C1=CC=C2C(=N1)N1C(=N2)CC[C@@H]1C1=CC=CC=C1)=O)(C)C